FC1=C2C(=NNC2=CC=C1OC)CCN(C(C)C)C N-(2-(4-fluoro-5-methoxy-1H-indazol-3-yl)ethyl)-N-methylpropan-2-amine